2-chloro-3-(tetramethyl-1,3,2-dioxaborin-2-yl)aniline ClC1=C(N)C=CC=C1B1OC(CC(O1)(C)C)(C)C